(R)-5-((4-chloro-3-((3'-hydroxy-2,2'-dimethyl-[1,1'-biphenyl]-3-yl)methoxy)-5-((3-hydroxypyrrolidin-1-yl)methyl)phenoxy)methyl)nicotinonitrile ClC1=C(C=C(OCC=2C=NC=C(C#N)C2)C=C1CN1C[C@@H](CC1)O)OCC=1C(=C(C=CC1)C1=C(C(=CC=C1)O)C)C